FC1=CC=C(C=C1)C=1C=C2C(=NC=NC2=C(C1)OCC=1OC=CN1)NCC=1N=NC(=CC1)C 6-(4-fluorophenyl)-N-[(6-methylpyridazin-3-yl)methyl]-8-(oxazol-2-ylmethoxy)quinazolin-4-amine